CC1=CC=C(C=C1)C1=CC=CC2=C(C3=CC4=CC=CC=C4C(=C3C=C12)N)N (4-methylphenyl)tetracene-5,11-diamine